cis-aconitic acid (cis-aconitate) C(C=C(C(=O)O)CC(=O)O)(=O)O.C(C=C(C(=O)O)CC(=O)O)(=O)O